1,3,5-triazidophenyl-methyl-benzene N(=[N+]=[N-])C1(CC(=CC(=C1)N=[N+]=[N-])N=[N+]=[N-])C1=C(C=CC=C1)C